4-ethoxy-1-(tetrahydro-2H-pyran-4-yl)-1H-pyrazolo[4,3-c]pyridine-6-carbonitrile C(C)OC1=NC(=CC2=C1C=NN2C2CCOCC2)C#N